5-amino-N-{2-[3-amino-4-(1-methoxyethyl)pyrrolidin-1-yl]-5,6,7,8-tetrahydroquinolin-6-yl}-2,4-dimethylthieno[2,3-d]pyrimidine-6-carboxamide NC1=C(SC=2N=C(N=C(C21)C)C)C(=O)NC2CC=1C=CC(=NC1CC2)N2CC(C(C2)C(C)OC)N